CC1=CCC(CC1)C(=C)C 1-methyl-4-(1-methyl-vinyl)-cyclohexene